1-(Cyclopropylimino)-4-(4-((3-fluoropiperidin-4-yl)amino)-6-methylquinazolin-2-yl)-2,3,4,5-tetrahydro-benzo[f][1,4]thiazepine C1(CC1)N=S1CCN(CC2=C1C=CC=C2)C2=NC1=CC=C(C=C1C(=N2)NC2C(CNCC2)F)C